C(CC)C(COC(C=1C(C(=O)OCC(CCCCC)CCC)=CC=CC1)=O)CCCCC di(2-propyl-heptyl)phthalate